(2,6-difluorophenyl)sulfonamide FC1=C(C(=CC=C1)F)S(=O)(=O)N